4-(m-tolylamino)imidazo[1,5-a]pyrido[4,3-e]pyrazine-3-carboxylic acid C1(=CC(=CC=C1)NC=1C=2N(C3=C(N1)C=CN=C3)C=NC2C(=O)O)C